decyl acrylate C(C=C)(=O)OCCCCCCCCCC